(1-(benzo[4,5]imidazo[1,2-a]pyrimidin-2-yl)piperidin-4-yl)ethan-1,1-d2-1-ol N=1C=2N(C=CC1N1CCC(CC1)CC(O)([2H])[2H])C1=C(N2)C=CC=C1